(s)-3-((s)-2-amino-4-(isoxazol-4-yloxy)-3-oxobutyl)pyrrolidin-2-one N[C@@H](C[C@H]1C(NCC1)=O)C(COC=1C=NOC1)=O